5-octadiynyluracil C(#CC#CCCCC)C=1C(NC(NC1)=O)=O